N-methyl-4-(2-(2-methylthieno[2,3-d]pyrimidin-4-yl)cyclopropyl)benzamide CNC(C1=CC=C(C=C1)C1C(C1)C=1C2=C(N=C(N1)C)SC=C2)=O